C(C)[C@@H]1N(C[C@H](N(C1)C(C1=CC(=CC=C1)C(F)(F)F)=O)CC)C=1N(N=C2C1N(C(C=C2)=O)C)C2OCCCC2 ((2S,5R)-2,5-diethyl-4-(3-(trifluoromethyl)benzoyl)piperazin-1-yl)-4-methyl-2-(tetrahydro-2H-pyran-2-yl)-2,4-dihydro-5H-pyrazolo[4,3-b]pyridin-5-one